(3R)-piperidine-3-carbonitrile hydrochloride Cl.N1C[C@@H](CCC1)C#N